NC1=NC(=CC=C1C1=CN(C2=CC=CC=C12)C(=O)OC(C)(C)C)N tert-butyl 3-(2,6-diamino-3-pyridyl)indole-1-carboxylate